[K+].C1(CC1)C1=NN2N=CC=C(C2=C1C(=O)[O-])C 2-cyclopropyl-4-methylpyrazolo[1,5-b]pyridazine-3-carboxylic acid potassium salt